BrC1=CC=C([NH+](C)C)C=C1 p-bromo-N,N-dimethyl-anilinium